O1C(CNC2=C1C=CC=C2)=O [1,4]Benzoxazine-2(3H)-one